[N+](=O)([O-])C=1C=C(C=C(C1)C(F)(F)F)N1CCOCC1 4-(3-nitro-5-trifluoromethylphenyl)morpholine